C1(CCC1)OCC=1NC(C=2SC(=C3OCCCC1C23)C=2C=NNC2)=O 5-(cyclobutoxymethyl)-1-(1H-pyrazol-4-yl)-4,6,7,8-tetrahydro-3H-9-oxa-2-thia-4-azabenzo-[cd]azulen-3-one